2-(aminomethyl)-1,3-propanediol NCC(CO)CO